methyl (S)-2-((4-(6-((4-acetylbenzyl)oxy)-pyridin-2-yl)piperidin-1-yl)methyl)-1-(oxetan-2-ylmethyl)-1H-benzo[d]imidazole-6-carboxylate C(C)(=O)C1=CC=C(COC2=CC=CC(=N2)C2CCN(CC2)CC2=NC3=C(N2C[C@H]2OCC2)C=C(C=C3)C(=O)OC)C=C1